bis(2,3,5-triphenylpyrazinyl)iridium (III) C1(=CC=CC=C1)C1=NC(=C(N=C1C1=CC=CC=C1)C1=CC=CC=C1)[Ir+]C1=C(N=C(C(=N1)C1=CC=CC=C1)C1=CC=CC=C1)C1=CC=CC=C1